6-(5-chloro-2-fluorophenyl)-N-[(2,4-dimethoxyphenyl)methyl]-3-(2-methoxyethoxy)pyridazin-4-amine ClC=1C=CC(=C(C1)C1=CC(=C(N=N1)OCCOC)NCC1=C(C=C(C=C1)OC)OC)F